2,2'-(naphthalen-1-ylmethylene)bis(3-hydroxy-5,5-dimethylcyclohex-2-en-1-one) C1(=CC=CC2=CC=CC=C12)C(C=1C(CC(CC1O)(C)C)=O)C=1C(CC(CC1O)(C)C)=O